C(\C=C\C1=CC(O)=C(O)C=C1)(=O)O[C@H]1[C@H]([C@@H]([C@](CO)(O)OC1)O)O 5-O-(E)-caffeoyl-beta-D-fructopyranose